phosphate-pyrrolidine-phosphate P(=O)(O)(O)O.N1CCCC1.P(=O)(O)(O)O